9,10-bis(t-butoxycarbonyloctadecenyleneoxy)anthracene C(C)(C)(C)OC(=O)C=CCCCCCCCCCCCCCCCCOC=1C2=CC=CC=C2C(=C2C=CC=CC12)OCCCCCCCCCCCCCCCCC=CC(=O)OC(C)(C)C